bis(phenyl) dithiophosphite P(SC1=CC=CC=C1)(SC1=CC=CC=C1)[O-]